(4-((5-(2-aminopyridin-3-yl)isoxazol-3-yl)methyl)phenyl)(phenyl)methanone NC1=NC=CC=C1C1=CC(=NO1)CC1=CC=C(C=C1)C(=O)C1=CC=CC=C1